ClC=1C=C(C=C(C1)F)C=1C=C(C=NC1C#N)C(=O)NCC1=NOC=C1 5-(3-chloro-5-fluorophenyl)-6-cyano-N-[(1,2-oxazol-3-yl)methyl]pyridine-3-carboxamide